C(CCCCCCCCCCCCCCCCC)(=O)OCC(C)OC(CCCCCCCCCCCCCCCCC)=O 1,2-propylene glycol distearate